C(C(C)C)NC(=O)N1C=NC2=C1C=C(C=C2)C2=CN=CS2 N-isobutyl-6-(thiazol-5-yl)-1H-benzo[d]Imidazole-1-carboxamide